BrC=1C=C(C(=CC1)C1=CC=C(C=C1)Br)C(=O)O 4,4'-dibromo-[1,1'-biphenyl]-2-carboxylic acid